BrCCCCCCOC1=C(C=CC(=C1)C1=C(N=CS1)C)CNC(=O)[C@H]1N(C[C@@H](C1)O)C([C@H](C(C)(C)C)NC(=O)C1(CC1)F)=O (2S,4R)-N-([2-[(6-bromohexyl)oxy]-4-(4-methyl-1,3-thiazol-5-yl)phenyl]methyl)-1-[(2S)-2-[(1-fluorocyclopropyl)formamido]-3,3-dimethylbutanoyl]-4-hydroxypyrrolidine-2-carboxamide